CC(=O)C1=C(C(=CC=C1)O)N 2-amino-3-hydroxyacetophenone